C1(CCCCC1)N1N=NN=C1CN(C1=NN=C(S1)C=1C=CC(=C(C1)O)F)C 5-(5-(((1-Cyclohexyl-1H-tetrazol-5-yl)methyl)(methyl)amino)-1,3,4-thiadiazol-2-yl)-2-fluorophenol